C(N)(=O)C(C#N)CNC=O.[Na] sodium carbamoyl-beta-formylaminopropionitrile